FC=1C=C(C=C(C1)F)C(C)OC=1C=C2C(=NNC2=CC1)C1=NC2=C(CNCC2)N1 2-(5-(1-(3,5-difluorophenyl)ethoxy)-1H-indazol-3-yl)-4,5,6,7-tetrahydro-3H-imidazo[4,5-c]pyridine